O=C1NC(CCC1N1C(C2=CC=C(C=C2C1=O)N1CCC(CC1)OC1CCN(CC1)C(=O)OC(C)(C)C)=O)=O tert-butyl 4-[[1-[2-(2,6-dioxo-3-piperidyl)-1,3-dioxo-isoindolin-5-yl]-4-piperidyl]oxy]piperidine-1-carboxylate